2'-((4-(pyrrolidin-1-yl)butyl)thio)-1'H-spiro[cyclopropane-1,4'-quinazoline] Dihydrochloride salt Cl.Cl.N1(CCCC1)CCCCSC=1NC2=CC=CC=C2C2(N1)CC2